CC=1C(=C(C=2CC3=CC=CC=C3C2C1)C1=C(C2=C(OC3=C2C=CC=C3)C=C1)C1=C(C(=C(C=C1)C1=CC=CC=C1)C1=CC=CC=C1)C1=NN=NC=C1)C (dimethyl-fluorenyl)[di(phenyl)triazinylphenyl]dibenzofuran